cyclopentadecanediol methyl-(9-fluoro-9H-fluorene-3-carbonyl)glycinate CN(CC(=O)OC1(CCCCCCCCCCCCCC1)O)C(=O)C=1C=CC=2C(C3=CC=CC=C3C2C1)F